C(CCCCCCCCCCCCCCC)(=O)OC(C)C iso-propyl palmitate